ClC=1C=CC(=C2C=NN(C(C12)=O)C)C(C1COC1)O 8-chloro-5-(hydroxy(oxetan-3-yl)methyl)-2-methylphthalazin-1(2H)-one